OC([C@@H]1COCCC(N1)=O)([2H])[2H] (R)-3-(Hydroxymethyl-d2)-1,4-oxazepan-5-one